BrSSBr bromodisulfide